C(C(C)C)(=O)N(C(=O)C1CCN(CC1)C(=O)OCC1=CC=CC=C1)C benzyl 4-(isobutyryl(methyl)carbamoyl)piperidine-1-carboxylate